Methyl 2-fluoro-6-[[(1R)-1-[6-methyl-4-oxo-2-(1H-pyrrolo[2,3-b]pyridin-6-yl)chromen-8-yl]ethyl]amino]benzoate FC1=C(C(=O)OC)C(=CC=C1)N[C@H](C)C=1C=C(C=C2C(C=C(OC12)C1=CC=C2C(=N1)NC=C2)=O)C